ClC=1C=C(C=C(C1OCCCl)Cl)C(C)(C)C1=CC=C(OCC=2N=C(OC2)NS(=O)(=O)C)C=C1 N-(4-((4-(2-(3,5-dichloro-4-(2-chloroethoxy)phenyl)propan-2-yl)phenoxy)methyl)oxazol-2-yl)methanesulfonamide